O=C(C(=O)O)CCCC 2-oxocaproic acid